N1NCCCCCCCCC(C1)=O diazacyclododecan-11-one